4-[2-(dimethylamino)ethoxy]-N-(isoquinolin-5-yl)-3-(trifluoromethyl)benzamide CN(CCOC1=C(C=C(C(=O)NC2=C3C=CN=CC3=CC=C2)C=C1)C(F)(F)F)C